C(C)(C)NC(C1=CC=C(C=C1)C1=NC=CC2=C1C=CN2)=O N-isopropyl-4-(1H-pyrrolo[3,2-c]pyridin-4-yl)benzamide